4-(2-{5-[(1R,4R,7R)-7-amino-2-azabicyclo[2.2.1]heptane-2-carbonyl]-7-methoxy-1-methyl-1H-1,3-benzodiazol-2-yl}-1-(cyclopropylmethyl)-1H-indol-7-yl)-2-chlorophenol N[C@H]1[C@@H]2N(C[C@H]1CC2)C(=O)C2=CC1=C(N(C(=N1)C=1N(C3=C(C=CC=C3C1)C1=CC(=C(C=C1)O)Cl)CC1CC1)C)C(=C2)OC